(3R,4S)-3-cyclopropyl-4-methyl-1-(5-(1-methyl-1H-pyrazol-4-yl)-1H-pyrazolo[3,4-b]pyridin-3-yl)-2-oxopyrrolidine-3-carbonitrile C1(CC1)[C@]1(C(N(C[C@H]1C)C1=NNC2=NC=C(C=C21)C=2C=NN(C2)C)=O)C#N